CC1=C(C=2N(N=C1N1CC=3C=C(C=NC3CC1)C=1N(N=CC1)C)C=NN2)C 6-(7,8-dimethyl-[1,2,4]triazolo[4,3-b]pyridazin-6-yl)-3-(2-methylpyrazol-3-yl)-7,8-dihydro-5H-1,6-naphthyridine